BrCC(=O)N1CCC(CC1)C=1C=C2CN(C(C2=CC1)=O)C1C(NC(CC1)=O)=O 3-(5-(1-(2-bromoacetyl)piperidin-4-yl)-1-oxoisoindolin-2-yl)piperidine-2,6-dione